5-(4-(Piperazin-1-yl)phenyl)-N-(pyridin-4-yl)-1H-indazole-3-carboxamide hydrochloride Cl.N1(CCNCC1)C1=CC=C(C=C1)C=1C=C2C(=NNC2=CC1)C(=O)NC1=CC=NC=C1